4-(((R)-1-(3-(difluoromethyl)-2-fluorophenyl)ethyl)amino)-8-methoxy-2-methyl-6-((R)-3-(trifluoromethyl)tetrahydrofuran-3-yl)-2,6-dihydropyrido[3,4-d]pyridazine-1,7-dione FC(C=1C(=C(C=CC1)[C@@H](C)NC1=NN(C(C=2C1=CN(C(C2OC)=O)[C@]2(COCC2)C(F)(F)F)=O)C)F)F